N[C@H](CC1=CNC2=NC=CC=C12)C(=O)O (R)-7-Azatryptophan